NC1=C2C(=NC=N1)N(N=C2C2=CC=C(C=C2)C(NC2=NC=CC(=C2)C(F)(F)F)=O)C21CCC(CC2)(C1)NC(OCC1=CC=CC=C1)=O benzyl (4-(4-amino-3-(4-((4-(trifluoromethyl)pyridin-2-yl)carbamoyl)phenyl)-1H-pyrazolo[3,4-d]pyrimidin-1-yl)bicyclo[2.2.1]heptan-1-yl)carbamate